octanoyl-methylglucamine C(CCCCCCC)(=O)N(C[C@H](O)[C@@H](O)[C@H](O)[C@H](O)CO)C